CC1=C(C=CC(=C1)C)C1=NC(=NC(=N1)C1=C(C=C(C=C1)C)C)C1=C(C=C(C(=C1)C(C)(C)C1=CC=CC=C1)OCC(COCCCCCCCCC)O)O 2,4-bis(2,4-dimethylphenyl)-6-[2-hydroxy-4-(3-nonyl-oxy-2-hydroxypropyloxy)-5-α-cumyl-phenyl]-s-triazine